3-aminocyclopentan-1-ol trifluoroacetate salt FC(C(=O)O)(F)F.NC1CC(CC1)O